C(C)(C)(C)C=1C=CC=2C(C3=CC=C(C=C3C2C1)C(C)(C)C)=C=C(C)C 3,6-di-tert-butyl-9-(2-methylpropan-1-en-1-ylidene)-9H-fluorene